4-fluoro-N-((S)-4-((1R,2S)-2-(4-fluorophenyl)cyclopropylamino)-1-(4-(methylsulfonyl)piperazin-1-yl)-1-oxobutan-2-yl)biphenyl-4-carboxamide FC1(CC=C(C=C1)C1=CC=CC=C1)C(=O)N[C@H](C(=O)N1CCN(CC1)S(=O)(=O)C)CCN[C@H]1[C@@H](C1)C1=CC=C(C=C1)F